N-(2-((1r,4r)-4-formylcyclohexyl)-6-methoxy-2H-indazol-5-yl)pyridazine-3-carboxamide C(=O)C1CCC(CC1)N1N=C2C=C(C(=CC2=C1)NC(=O)C=1N=NC=CC1)OC